ClC=1C=C(/C=C/C2=CC(=C(C=C2)O)CNN2CCN(CC2)C)C=CC1Cl (E)-4-(3,4-dichlorostyryl)-2-(((4-methylpiperazin-1-yl)amino)methyl)phenol